mono-(4-ethoxy-4-oxo-butan-2-yl) fumarate C(\C=C\C(=O)[O-])(=O)OC(C)CC(=O)OCC